ClC1=C(C=CC=C1C1=C(C(=NC=C1)C1=CC(=C(C=C1)CNC1CCC(CC1)O)OC)Cl)C1=CC=C(C(=N1)OC)CNC1CCC(CC1)O (1r,4r)-4-(((6-(2-chloro-3-(3-chloro-2-(4-((((1r,4s)-4-hydroxycyclohexyl)amino)methyl)-3-methoxyphenyl)pyridin-4-yl)phenyl)-2-methoxypyridin-3-yl)methyl)amino)cyclohexan-1-ol